methyl 2,2-dimethyl-4-oxo-3,8,11-trioxa-5-aza-pentadecane-15-carboxylate CC(C)(OC(NCCOCCOCCCCC(=O)OC)=O)C